N-Benzyl-4-oxo-4-(1-phenyl-3,4-dihydro-1H-isoquinolin-2-yl)butyric acid amide C(C1=CC=CC=C1)NC(CCC(N1C(C2=CC=CC=C2CC1)C1=CC=CC=C1)=O)=O